N'-acetyl-4-amino-N'-(bicyclo[1.1.1]pentan-1-yl)-1-methyl-N-((5-(trifluoromethyl)pyridin-2-yl)methyl)-1H-pyrazolo[4,3-c]quinoline-8-carbohydrazide C(C)(=O)N(N(C(=O)C1=CC=2C3=C(C(=NC2C=C1)N)C=NN3C)CC3=NC=C(C=C3)C(F)(F)F)C31CC(C3)C1